5-bromo-4-nitro-6-(trifluoromethyl)-1H-indazole BrC=1C(=C2C=NNC2=CC1C(F)(F)F)[N+](=O)[O-]